C(C)(C)(C)OC(=O)N1CCC(=CC1)C=1C=NC=CC1 3',6'-dihydro[3,4'-bipyridine]-1'(2'H)-carboxylic acid tert-butyl ester